BrC=1C=CC=2N(C1)C(=CN2)C2=NC(=NC=C2)NC=2C=NC(=CC2)N2CCN(CC2)C 4-(6-bromoimidazo[1,2-a]pyridin-3-yl)-N-(6-(4-methyl-piperazin-1-yl)pyridin-3-yl)pyrimidin-2-amine